CNC=1C(NC(NC1)=[Se])=O methylaminoselenouracil